C(C)(C)(C)C=1C=C(NN1)NC(=O)NC1=CC=C(C=C1)N1C=NC2=C1C=CC(=C2)OCCCCCC#CC2=C1CN(C(C1=CC=C2)=O)C2C(NC(CC2)=O)=O 1-(5-tert-butyl-2H-pyrazol-3-yl)-3-[4-(5-{7-[2-(2,6-dioxopiperidin-3-yl)-1-oxo-2,3-dihydro-1H-isoindol-4-yl]-hept-6-ynyloxy}-benzimidazol-1-yl)-phenyl]-urea